FC(COC1=NOC(=C1)C(=O)NC=1C(=NC=NC1C1OCC(CC1)(F)F)C1=C(C=CC(=C1)F)F)F 3-(2,2-difluoroethoxy)-N-(4-(2,5-difluorophenyl)-6-(5,5-difluorotetrahydro-2H-pyran-2-yl)pyrimidin-5-yl)isoxazole-5-carboxamide